2-((2-ethyl-5-(2-(3-hydroxyazetidine-1-carbonyl)-2,6-diazaspiro[3.4]octane-6-yl)-7-methylpyrazolo[1,5-a]pyridin-3-yl)(methyl)amino)-4-(4-fluorophenyl)thiazole-5-carbonitrile C(C)C1=NN2C(C=C(C=C2C)N2CC3(CN(C3)C(=O)N3CC(C3)O)CC2)=C1N(C=1SC(=C(N1)C1=CC=C(C=C1)F)C#N)C